The molecule is an amino nonasaccharide consisting of a tetrasaccharide chain of N-acetyl-beta-D-glucosamine, beta-D-mannose, N-acetyl-beta-D-glucosamine and N-acetyl-D-glucosamine residues, all linked sequentially (1->4), to the beta-D-mannose residue of which are also linked N-acetyl-beta-D-glucosaminyl-(1->2)-alpha-D-mannosyl and N-acetyl-beta-D-glucosaminyl-(1->4)-[N-acetyl-beta-D-glucosaminyl-(1->2)]-alpha-D-mannosyl units via (1->6) and (1->3) linkages respectively. It is an amino nonasaccharide and a glucosamine oligosaccharide. CC(=O)N[C@@H]1[C@H]([C@@H]([C@H](O[C@H]1O[C@@H]2[C@H](O[C@@H]([C@H]([C@H]2O)O[C@H]3[C@@H]([C@H]([C@@H]([C@H](O3)CO)O)O)NC(=O)C)O[C@@H]4[C@@H]([C@@H](O[C@@H]([C@H]4O[C@H]5[C@@H]([C@H]([C@@H]([C@H](O5)CO)O)O)NC(=O)C)CO[C@@H]6[C@H]([C@H]([C@@H]([C@H](O6)CO)O)O)O[C@H]7[C@@H]([C@H]([C@@H]([C@H](O7)CO)O)O)NC(=O)C)O[C@@H]8[C@H](O[C@H]([C@@H]([C@H]8O)NC(=O)C)O[C@@H]9[C@H](OC([C@@H]([C@H]9O)NC(=O)C)O)CO)CO)O)CO)CO)O)O